imidazolebisamide N1C(=NC(=C1)C(=O)N)C(=O)N